R-6,6'-dibromo-2,2'-bis(methoxy)-binaphthyl BrC=1C=C2C=CC(=C(C2=CC1)C1=C(C=CC2=CC(=CC=C12)Br)OC)OC